1,8-Diazabicyclo-(5.4.0)-undecan N12CCCCCC2NCCC1